(3r,4r)-1-(1-((5-chloro-2-pyrimidinyl)methyl)-4,6-difluoro-1H-benzoimidazol-2-yl)-4-fluoro-3-piperidinamine ClC=1C=NC(=NC1)CN1C(=NC2=C1C=C(C=C2F)F)N2C[C@H]([C@@H](CC2)F)N